((5-(3-(dimethylamino)azetidin-1-yl)-6-methoxybenzo[d]thiazol-2-yl)methyl)carbamic acid tert-butyl ester C(C)(C)(C)OC(NCC=1SC2=C(N1)C=C(C(=C2)OC)N2CC(C2)N(C)C)=O